N[C@@H]1C2=CC=CC=C2CC12CCN(CC2)C=2NC(C1=C(N2)NN=C1C(=C)C=1C(=NC=C(C1)Cl)OC)=O (S)-6-(1-amino-1,3-dihydro-spiro[inden-2,4'-piperidin]-1'-yl)-3-(1-(5-chloro-2-methoxypyridin-3-yl)vinyl)-1,5-dihydro-4H-pyrazolo[3,4-d]pyrimidin-4-one